C(CCC)OC=1N=C(C2=C(N1)C(=CN2)CC2=CC=C1CCN(CC1=C2)C(C)C)N 2-butoxy-7-((2-isopropyl-1,2,3,4-tetrahydroisoquinolin-7-yl)methyl)-5H-pyrrolo[3,2-d]pyrimidin-4-amine